FC=1C=CC2=C(OC(CO2)C2=CC=C(CN3CCCC3)C=C2)C1 1-[4-(7-fluoro-2,3-dihydro-1,4-benzodioxin-2-yl)benzyl]pyrrolidine